BrC1=CC2=C(CCCNC2=O)C=C1 8-bromo-2,3,4,5-tetrahydro-1H-2-benzazepine-1-one